(1R,2S)-N-(6-(5-chloro-6-fluoro-7-(isopropylamino)-1H-indazol-4-yl)imidazo[1,2-a]pyrazin-2-yl)-2-(chloromethyl)cyclopropane-1-carboxamide ClC=1C(=C2C=NNC2=C(C1F)NC(C)C)C=1N=CC=2N(C1)C=C(N2)NC(=O)[C@H]2[C@H](C2)CCl